C(C)C(CO)C(CC)O 2-ethyl-1,3-pentanediol